FC1=NC(=CC=C1C1=CC=2C3=C(C=NC2C=C1)N(C(N3C(C)C)=O)C)OCCCN3CCCCC3 8-[2-Fluoro-6-[3-(1-piperidyl)propoxy]-3-pyridyl]-1-isopropyl-3-methylimidazo[4,5-c]chinolin-2-on